N-[2-[[2-[4-(4-amino-1-piperidyl)-5-ethyl-2-methoxy-anilino]-5-chloro-pyrimidine-4-yl]amino]-5-methoxyphenyl]methanesulfonamide NC1CCN(CC1)C1=CC(=C(NC2=NC=C(C(=N2)NC2=C(C=C(C=C2)OC)NS(=O)(=O)C)Cl)C=C1CC)OC